NCCCNC1=NC(=NC2=CC=CC=C12)NCCC1=CC(=CC=C1)C(F)(F)F N4-(3-aminopropyl)-N2-(3-(trifluoromethyl)phenethyl)quinazoline-2,4-diamine